C(C)C=1C(C2=CC=CC=C2C(C1CC1=NC=C(C(=C1)C)F)=O)=O 2-ethyl-3-((5-fluoro-4-methylpyridin-2-yl)methyl)naphthalene-1,4-dione